F[C@H]1[C@H](C1)C(=O)NC1=NC=C2C=C(C(=NC2=C1)C1=NN=CN1C)C=1C=NC(=CC1C)[C@H](CC)O (1R,2R)-2-fluoro-N-(3-(6-((S)-1-hydroxypropyl)-4-methylpyridin-3-yl)-2-(4-methyl-4H-1,2,4-triazol-3-yl)-1,6-naphthyridin-7-yl)cyclopropane-1-carboxamide